5-chloro-2-((2,3-dichlorophenyl)thio)-3-ethylpyrazine ClC=1N=C(C(=NC1)SC1=C(C(=CC=C1)Cl)Cl)CC